5-cyclopropyl-N-((R)-1-((1s,4S)-4-(6-fluoroquinolin-4-yl)cyclohexyl)ethyl)-1,3,4-oxadiazol-2-amine C1(CC1)C1=NN=C(O1)N[C@H](C)C1CCC(CC1)C1=CC=NC2=CC=C(C=C12)F